alpha-mannosyl azide [C@H]1([C@@H](O)[C@@H](O)[C@H](O)[C@H](O1)CO)N=[N+]=[N-]